(2-(benzyloxy)-3,6-dihydroxyphenyl)(4-((tetrahydro-2H-pyran-4-yl)amino)isoindolin-2-yl)methanone C(C1=CC=CC=C1)OC1=C(C(=CC=C1O)O)C(=O)N1CC2=CC=CC(=C2C1)NC1CCOCC1